7-(3-methoxy-2,6-dimethylphenyl)-1-methyl-pyrazolo[4,3-b]pyridine-5-carbonitrile COC=1C(=C(C(=CC1)C)C1=C2C(=NC(=C1)C#N)C=NN2C)C